C(C)(C)(CC)[C@H]1CC[C@H](CC1)NC(C1=CC(=CC(=C1)NC(=O)[C@@H]1CC[C@@H](CC1)C(C)(C)C)NC(=O)[C@@H]1CC[C@@H](CC1)C(C)(C)C)=O N-(cis-4-t-amyl-cyclohexyl)-3,5-bis-[cis-4-t-butylcyclohexylcarbonylamino]-benzamide